CC1=CC=C(C=C1)C=C (p-methylphenyl)-ethene